C(C1=CC=CC=C1)OC(=O)N(C=1C=C(C=CC1)N1CCC(CC1)CN1CCN(CC1)C(=O)OC(C)(C)C)C tert-butyl 4-((1-(3-(((benzyloxy)carbonyl)(methyl)amino)phenyl)piperidin-4-yl)methyl)piperazine-1-carboxylate